Cl.ClC1=C(C(=CC=C1Cl)F)C1(CNCC1)NC1=CC(=C2C(C(N(C2=C1)C)=O)(C)C)F 6-{[3-(2,3-dichloro-6-fluorophenyl)pyrrolidin-3-yl]amino}-4-fluoro-1,3,3-trimethylindol-2-one hydrochloride